4-(methoxymethoxy)aniline COCOC1=CC=C(N)C=C1